O1C[C@@H](OC2=NC=CC=C21)C2=CC=C(CN1[C@@H]3CN([C@H](C1)C3)C(C)=O)C=C2 1-{(1S,4S)-5-[(S)-4-(2,3-Dihydro-[1,4]dioxino[2,3-b]pyridin-3-yl)-benzyl]-2,5-diaza-bicyclo[2.2.1]hept-2-yl}-ethanone